1-(trifluoromethoxy)propan-2-amine hydrochloride Cl.FC(OCC(C)N)(F)F